(S,R/S)-N'-((3-hydroxy-1,2,3,5,6,7-hexahydro-s-indacen-4-yl)carbamoyl)-2-(2-hydroxy-propan-2-yl)thiazole-5-sulfonimidamide O[C@@H]1CCC2=CC=3CCCC3C(=C12)NC(=O)N=[S@@](=O)(N)C1=CN=C(S1)C(C)(C)O |&1:1|